2-(3,4,5-trimethoxyphenyl)-1,4-naphthoquinone COC=1C=C(C=C(C1OC)OC)C=1C(C2=CC=CC=C2C(C1)=O)=O